CC1=CC(=C2CN(C(C2=C1)=O)C1CCC=2C=CC=NC2C1)C(C)NC1=C(C(=O)OC(C)(C)C)C=CC=C1 tert-butyl 2-((1-(6-methyl-1-oxo-2-(5,6,7,8-tetrahydroquinolin-7-yl)isoindolin-4-yl)ethyl)amino)benzoate